FC1(CN(CC1)C(=O)C=1N=C2N(N=C(C=C2[C@@H]2[C@H](C2)C2=CC=C(C=C2)F)C=2C(NC(NC2)=O)=O)C1)F 5-(2-(3,3-difluoropyrrolidine-1-carbonyl)-8-((1S,2S)-2-(4-fluorophenyl)cyclopropyl)imidazo[1,2-b]pyridazin-6-yl)pyrimidine-2,4(1H,3H)-dione